ClC1=CC(=C(N(C1=O)CC)C1=C(C=CC=C1F)F)NC(OC(C)(C)C)=O tert-butyl (5-chloro-2-(2,6-difluorophenyl)-1-ethyl-6-oxo-1,6-dihydropyridin-3-yl)carbamate